(R)-4-(8-bromo-6-methyl-2-(1-methyl-1H-pyrazol-5-yl)imidazo[1,5-a]pyrimidin-4-yl)-3-methylmorpholine BrC=1N=C(N2C1N=C(C=C2N2[C@@H](COCC2)C)C2=CC=NN2C)C